NC=1C=C2CN(C(C2=CC1)=O)C1C(N(C(CC1)=O)C)=O 3-(5-amino-1-oxoisoindolin-2-yl)-1-methylpiperidine-2,6-dione